OC1=CC=C(C(=O)OC2=C(C=CC=C2)OC(C2=CC=C(C=C2)O)=O)C=C1 4-phenylene bis(4-hydroxybenzoate)